2-(2-(2-(2-isopropylphenyl)pyrrolidin-1-yl)-7-azaspiro[3.5]nonan-7-yl)nicotinamide C(C)(C)C1=C(C=CC=C1)C1N(CCC1)C1CC2(C1)CCN(CC2)C2=C(C(=O)N)C=CC=N2